CC(CCNCCN)CC N-(3-methylpentyl)ethane-1,2-diamine